(1R,2R,3S,4R,5S)-1-(2-(2-amino-3-bromo-6-fluoroquinolin-7-yl)ethyl)-4-(4-amino-7H-pyrrolo[2,3-d]pyrimidin-7-yl)bicyclo[3.1.0]hexane-2,3-diol NC1=NC2=CC(=C(C=C2C=C1Br)F)CC[C@@]12[C@H]([C@H]([C@@H]([C@H]2C1)N1C=CC2=C1N=CN=C2N)O)O